C(C)(C)OC(C(=O)OCC(COC(CCCCCCC\C=C/CCCCCCCC)=O)OC(CCCCCCC\C=C/CCCCCCCC)=O)CCCCCC\C=C/CCCCCCCC isopropoxytriolein